FC=1C(=C(C(=C2C(=C(C(=C(C12)F)[B-](C1=C(C2=C(C(=C(C(=C2C(=C1F)F)F)F)F)F)F)(C1=C(C2=C(C(=C(C(=C2C(=C1F)F)F)F)F)F)F)C1=C(C2=C(C(=C(C(=C2C(=C1F)F)F)F)F)F)F)F)F)F)F)F.C[NH+](C1=CC=C(C=C1)OCCCCCCCCCC)CCCCCCCCCC N-methyl-N-decyl-4-(decyloxy)anilinium tetrakis(heptafluoronaphthalen-2-yl)borate